N(=O)N(CCCC(=O)O)C N-NITROSO-N-METHYL-4-AMINOBUTYRIC ACID